CN1N=C2C(=C1)COC21CC(C2(OCCO2)CC1)(C)C 2,2',2'-trimethyl-2,4-dihydrodispiro[furo[3,4-c]pyrazole-6,4'-cyclohexane-1',2''-[1,3]dioxolane]